6-(2-(3-Trifluoromethylphenyl)-5,6-dihydro-4H-pyrrolo[1,2-b]pyrazol-3-yl)imidazo[1,2-a]pyridine FC(C=1C=C(C=CC1)C=1C(=C2N(N1)CCC2)C=2C=CC=1N(C2)C=CN1)(F)F